(S)-N1-ethyl-N6-(1-(2-(1-adamantylamino)-2-oxoethyl)-2-oxo-1,2-dihydropyridin-3-yl)-5-(1-methyl-1H-imidazole-5-carboxamido)-2-oxohexanediamide C(C)NC(C(CC[C@@H](C(=O)NC=1C(N(C=CC1)CC(=O)NC12CC3CC(CC(C1)C3)C2)=O)NC(=O)C2=CN=CN2C)=O)=O